tridecyl 3,4-dihydroxyphenylacetate OC=1C=C(C=CC1O)CC(=O)OCCCCCCCCCCCCC